Ethyl 2-[4-(3-bromo-6,7-dichloro-indol-1-yl)pyrazol-1-yl]acetate BrC1=CN(C2=C(C(=CC=C12)Cl)Cl)C=1C=NN(C1)CC(=O)OCC